4-chloro-5-((3S,4S)-3-((4-(3,5-dimethylisoxazol-4-yl)pyridin-2-yl)oxy)-4-fluoropyrrolidin-1-yl)pyridazin-3(2H)-one ClC=1C(NN=CC1N1C[C@@H]([C@H](C1)F)OC1=NC=CC(=C1)C=1C(=NOC1C)C)=O